1-(benzenesulfonyl)-1H-pyrrolo[2,3-b]pyridine-4,5-diamine C1(=CC=CC=C1)S(=O)(=O)N1C=CC=2C1=NC=C(C2N)N